N(=C=O)CCC1C2CC(C(C1)C2)(CCCN=C=O)CN=C=O 5-(2-isocyanatoethyl)-2-isocyanatomethyl-2-(3-isocyanatopropyl)-bicyclo(2.2.1)heptane